2-((3aR,5s,6aS)-5-(2-fluoro-6-methoxyphenoxy)hexahydrocyclopenta[c]pyrrol-2(1H)-yl)-1-(4-hydroxyphenyl)ethanone FC1=C(OC2C[C@@H]3[C@@H](CN(C3)CC(=O)C3=CC=C(C=C3)O)C2)C(=CC=C1)OC